OCCOCCNC1=NC(=NC=C1C(=O)N)NC=1C=NN(C1)C1CCOCC1 4-((2-(2-hydroxyethoxy)ethyl)amino)-2-((1-(tetrahydro-2H-pyran-4-yl)-1H-pyrazol-4-yl)amino)pyrimidin-5-carboxamide